C(C=C)OC1=C(C=C(C=C1C(C)(C)C)OC)Br 2-(allyloxy)-1-bromo-3-(tert-butyl)-5-methoxybenzene